(3-[(1R)-1-hydroxy-2-(methylamino)ethyl]phenol) O[C@@H](CNC)C=1C=C(C=CC1)O